ClC=1C=C(C=CC1Cl)N1C(N(C(C2=C(C=CC=C12)N1CCCC1)=O)C=1C=NC=CC1)=O 1-(3,4-dichlorophenyl)-5-(pyrrolidin-1-yl)-3-(pyridin-3-yl)quinazolin-2,4(1H,3H)-dione